rac-N-[(2-amino-3-chloroquinolin-7-yl)methyl]-N-(4-fluoro-2-methanesulfonylphenyl)-6-(oxolan-3-yl)pyridine-3-carboxamide NC1=NC2=CC(=CC=C2C=C1Cl)CN(C(=O)C=1C=NC(=CC1)[C@@H]1COCC1)C1=C(C=C(C=C1)F)S(=O)(=O)C |r|